BrC1=C(O[C@H](CCCCO[Si](C)(C)C(C)(C)C)C)C=C(C=C1)C (S)-((5-(2-Bromo-5-methylphenoxy)hexyl)oxy)(tert-butyl)dimethylsilane